C[Si]([N-][Si](C)(C)C)(C)C hexamethyldisilazide